C(C)(C)(C)N1N=C(C=C1NC(OCC1=CC=CC=C1)=O)[C@H]1C[C@H]([C@H](C1)O)O[Si](C1=CC=CC=C1)(C1=CC=CC=C1)C(C)(C)C |r| rac-benzyl (1-(tert-butyl)-3-((1R,3R,4S)-3-((tert-butyldiphenylsilyl)oxy)-4-hydroxycyclopentyl)-1H-pyrazol-5-yl)carbamate